4-((3-(1-Cyclopropyl-1H-pyrazol-4-yl)phenyl)((4-(6-(dimethylamino) pyridin-3-yl)bicyclo[2.2.2]octan-1-yl)methyl)carbamoyl)cyclohexyl (2-hydroxyethyl)trans-carbamate OCCNC(OC1CCC(CC1)C(N(CC12CCC(CC1)(CC2)C=2C=NC(=CC2)N(C)C)C2=CC(=CC=C2)C=2C=NN(C2)C2CC2)=O)=O